N-(4-cyano-2-fluorophenyl)-4-cyclopentyl-1H-pyrrole-3-sulfonamide C(#N)C1=CC(=C(C=C1)NS(=O)(=O)C1=CNC=C1C1CCCC1)F